(Z)-5-((2-(3,5-dimethylphenyl)pyridin-4-yl)methylene)thiazolidin-2,4-dione CC=1C=C(C=C(C1)C)C1=NC=CC(=C1)\C=C/1\C(NC(S1)=O)=O